NC1=NC(=C(C=2N1C(N(N2)C(C)C=2SC=CC2)=O)C2=CC(=NC(=C2)C)C)C2=CC=CC=C2 5-amino-8-(2,6-dimethyl-4-pyridinyl)-7-phenyl-2-[1-(2-thienyl)ethyl]-[1,2,4]triazolo[4,3-c]pyrimidin-3-one